C(N)(=O)C1=CC=C(C=C1)C1=CC=2C(=NC=CC2S1)N(C(C1=C(C=C(C=C1)C=1C=NN(C1C)C)F)=O)[C@H]1CNCCC1 (R)-N-(2-(4-carbamoylphenyl)thieno[3,2-c]pyridin-4-yl)-4-(1,5-dimethyl-1H-pyrazol-4-yl)-2-fluoro-N-(piperidin-3-yl)benzamide